C(C1=CC=CC=C1)N1C(C(C(C1=O)(C)C)OC1CCC(CC1)N1C(N(C(C(C1=O)=C(N)N)=O)CCCC)=O)=O 1-((1s,4s)-4-((1-Benzyl-4,4-dimethyl-2,5-dioxopyrrolidin-3-yl)oxy)cyclohexyl)-3-butyl-5-(diaminomethylene)pyrimidine-2,4,6(1H,3H,5H)-trione